6-(4-((3-fluoropyridin-4-yl)amino)-3-isopropyl-3H-imidazo[4,5-c]pyridin-6-yl)-1-((1s,3s)-3-(piperidin-1-yl)cyclobutyl)-1'-propionylspiro[indolin-3,4'-piperidin]-2-one FC=1C=NC=CC1NC1=NC(=CC2=C1N(C=N2)C(C)C)C2=CC=C1C(=C2)N(C(C12CCN(CC2)C(CC)=O)=O)C2CC(C2)N2CCCCC2